BrC1=CC=C(C=N1)C=O 6-bromopyridine-3-carbaldehyde